(trifluoromethoxy)aniline FC(ONC1=CC=CC=C1)(F)F